isopentanoyl-CoA C(CC(C)C)(=O)SCCNC(CCNC([C@@H](C(COP(OP(OC[C@@H]1[C@H]([C@H]([C@@H](O1)N1C=NC=2C(N)=NC=NC12)O)OP(=O)(O)O)(=O)O)(=O)O)(C)C)O)=O)=O